ClC1=C(C=C(CN2CCC(CC2)N2C(C3=CC=CC=C3C2=O)C(=O)NC2=CC(=CC=C2)C#N)C=C1)C 2-(1-(4-chloro-3-methylbenzyl)piperidin-4-yl)-N-(3-cyanophenyl)-3-oxoisoindoline-1-carboxamide